2,3,4-trifluoro-N-(6-methyl-3-oxo-2,3-dihydro-1,2,4-triazin-4(5H)-yl)benzenesulfonamide FC1=C(C=CC(=C1F)F)S(=O)(=O)NN1C(NN=C(C1)C)=O